ethyl 2-(4-((tert-butoxycarbonyl)amino)phenyl)thiazole-4-carboxylate C(C)(C)(C)OC(=O)NC1=CC=C(C=C1)C=1SC=C(N1)C(=O)OCC